3,5-dimethylbenzoic acid ethyl ester C(C)OC(C1=CC(=CC(=C1)C)C)=O